FC(C(=O)O)(F)F.FC(C(=O)O)(F)F.FC1=C(C=CC(=C1)C=1CCNCC1)C=1OC(=NN1)C1=C(C=C(C=C1)C=1CCNCC1)F 2,5-bis(2-fluoro-4-(1,2,3,6-tetrahydropyridin-4-yl)phenyl)-1,3,4-oxadiazole bistrifluoroacetic acid salt